C(CCCCCCCC)(=O)N[C@@H]([C@H](O)C)C(=O)O N-nonanoyl-threonine